δ-glycidoxybutyl-trimethoxysilane tert-Butyl-3-(2-methoxy-2-carbonylethyl)-3-methyl-2-carbonylindoline-1-carboxylate C(C)(C)(C)OC(=O)N1C(C(C2=CC=CC=C12)(C)CC(=C=O)OC)=C=O.C(C1CO1)OCCCC[Si](OC)(OC)OC